1-((3,7-dimethyloct-6-en-1-yl)oxy)dodec-1,10-diene CC(CCOC=CCCCCCCCC=CC)CCC=C(C)C